C=C1C(C2CC3COCC(N31)C2)=O 6-methylenehexahydro-4,8-methanopyrido[2,1-c][1,4]oxazin-7(6H)-one